5-Cyanocytidine C(#N)C=1C(=NC(N([C@H]2[C@H](O)[C@H](O)[C@@H](CO)O2)C1)=O)N